NCCN(CCN)CCN N,N,N-tris-(2-amino-ethyl)amine